C(#N)C1=CC=2N(N=C1)C(=CC2)C2=CC(=C(C=N2)C2=NN=C(S2)N2C1CN(CC2CC1)C(=O)OC(C)(C)C)NC1CCOCC1 tert-butyl 8-[5-(6-{3-cyanopyrrolo[1,2-b]pyridazin-7-yl}-4-[(oxan-4-yl)amino]pyridin-3-yl)-1,3,4-thiadiazol-2-yl]-3,8-diazabicyclo[3.2.1]octane-3-carboxylate